CC1=CC2=C(C(=N1)N)COC2 6-methyl-1,3-dihydrofuro[3,4-c]pyridin-4-amine